ClC=1C=C(C=C(C1)S(=O)(=O)C)NC(=O)C1=CN(C(=C1)C(=O)N1CCN(CC1)C)C1=NC=CC=C1 N-(3-chloro-5-(methylsulfonyl)phenyl)-5-(4-methylpiperazine-1-carbonyl)-1-(pyridin-2-yl)-1H-pyrrole-3-carboxamide